ClC=1C=CC=C2C=CC=C(C12)N1CC=2N=C(N=C(C2CC1)N1C[C@@H](NCC1)CC#N)OC1(CC1)[C@H]1N(CCC1)C 2-((S)-4-(7-(8-chloronaphthalen-1-yl)-2-(1-((S)-1-methylpyrrolidin-2-yl)cyclopropoxy)-5,6,7,8-tetrahydropyrido[3,4-d]pyrimidin-4-yl)piperazin-2-yl)acetonitrile